(R)-N-methyl-3-(2-methylphenoxy)-3-phenylpropanamine hydrochloride Cl.CNCC[C@H](C1=CC=CC=C1)OC1=C(C=CC=C1)C